3,6-dihydroxyxanthone OC=1C=CC=2C(C3=CC=C(C=C3OC2C1)O)=O